FC1=CC2=C(O[C@@H](C3=C(O2)C=CC=C3)CN)C=C1 |o1:6| (S*)-(7-fluoro-11H-dibenzo[b,e][1,4]dioxepin-11-yl)methanamine